ethyl 3-amino-1-{[(tert-butoxy)carbonyl]amino}cyclobutane-1-carboxylate NC1CC(C1)(C(=O)OCC)NC(=O)OC(C)(C)C